IC=1C=NN(C1C)CC12CC3(CC(CC(C1)(C3)C)(C2)C)OCCOCCOCCN(C(OC(C)(C)C)=O)C tert-butyl (2-(2-(2-((3-((4-iodo-5-methyl-1H-pyrazol-1-yl)methyl)-5,7-dimethyladamantan-1-yl)oxy)ethoxy)ethoxy)ethyl)(methyl)carbamate